dioxo-valeric acid O=C(C(C(=O)O)=O)CC